CC(C(=O)C1=CC=C(C=C1)SC)(C)N1CCOCC1 2-methyl-1-(4-methylthiophenyl)-2-Morpholinopropan-1-one